5-ethynyl-6-fluoronaphthalen-2-amine C(#C)C1=C2C=CC(=CC2=CC=C1F)N